ClC=1C=C2C(=C(C(=NC2=C(C1)F)OC[C@H]1N(CCC1)C)C#N)N1CCNCC1 6-chloro-8-fluoro-2-(((S)-1-methylpyrrolidin-2-yl)methoxy)-4-(piperazin-1-yl)quinoline-3-carbonitrile